(2S,16R,17S,21R)-2,16,17-trihydroxy-21-[[2-O-[2-O-(6-O-acetyl-β-D-glucopyranosyl)-β-D-xylopyranosyl]-4-O-acetyl-β-D-xylopyranosyl]oxy]hexacosanoic acid O[C@H](C(=O)O)CCCCCCCCCCCCC[C@H]([C@H](CCC[C@@H](CCCCC)O[C@H]1[C@H](O[C@H]2[C@H](O[C@H]3[C@H](O)[C@@H](O)[C@H](O)[C@H](O3)COC(C)=O)[C@@H](O)[C@H](O)CO2)[C@@H](O)[C@H](OC(C)=O)CO1)O)O